methyl N-[5-[6-[(4-fluorophenyl)-methyl-carbamoyl]-8-methyl-imidazo[1,2-a]pyrazin-3-yl]-2-pyridyl]carbamate FC1=CC=C(C=C1)N(C(=O)C=1N=C(C=2N(C1)C(=CN2)C=2C=CC(=NC2)NC(OC)=O)C)C